[Pd].[Sn].[Ni] nickel-tin-palladium